FC1=CC=C2C=C(C(=NC2=C1F)C)N 7,8-difluoro-2-methyl-quinolin-3-amine